CC1=C2C=3C(=C(C(=C(C3CC2=CC(=C1)N)C)N)C)C tetramethyl-2,7-diaminofluorene